5-fluoro-6-(penta-fluoroethyl)-3,4-dihydropyrimidin-4-one FC=1C(NC=NC1C(C(F)(F)F)(F)F)=O